methyl 7-methoxy-3-[4-(methoxycarbonylamino)phenyl]imidazo[1,2-a]pyridine-6-carboxylate COC1=CC=2N(C=C1C(=O)OC)C(=CN2)C2=CC=C(C=C2)NC(=O)OC